N1(CCCCC1)CCCNC(=O)C1=CC2=C(N(C(C=C2O)=O)C(C)C)S1 4-hydroxy-7-isopropyl-6-oxo-6,7-dihydro-thieno[2,3-b]pyridinecarboxylic acid (3-piperidin-1-yl-propyl)-amide